O=C1NC(CCC1N1C(C2=CC=CC(=C2C1=O)OCCCCCC(=O)NCCCCCC(=O)O)=O)=O 6-(6-((2-(2,6-dioxopiperidin-3-yl)-1,3-dioxoisoindolin-4-yl)oxy)hexanamido)hexanoic acid